C(C1=CC=CC=C1)NC(=O)C12C(C3C(C(N1)=O)C(CN3CC(C)C)C2)C2=CC=CC=C2 N-benzyl-1-isobutyl-4-oxo-7-phenyloctahydro-6H-3,6-methanopyrrolo[3,2-c]pyridine-6-carboxamide